C1(=CC(=CC=C1)NC([C@H](CC1=CNC2=CC=CC=C12)NC(CS)=O)=O)NC([C@H](CC1=CNC2=CC=CC=C12)NC(CS)=O)=O (2S,2'S)-N,N'-(1,3-phenylene)bis(3-(1H-indol-3-yl)-2-(2-mercaptoacetamido)propanamide)